C1=CC=CC=2C3=CC=CC=C3C(C12)COC(=O)N[C@H](C(=O)OC(C)(C)C)CI tert-butyl (R)-2-((((9H-fluoren-9-yl)methoxy)carbonyl) amino)-3-iodopropanoate